7-fluoro-N-methyl-imidazo[1,5-a]quinazoline-8-carboxamide FC=1C=C2C=NC=3N(C2=CC1C(=O)NC)C=NC3